5-methyl-4-iodo-1-methyl-pyrazole-3-carboxylic acid CC1=C(C(=NN1C)C(=O)O)I